7-cyclopropyl-5-(4-nitrophenyl)-7H-pyrrolo[2,3-d]pyrimidin-4-amine C1(CC1)N1C=C(C2=C1N=CN=C2N)C2=CC=C(C=C2)[N+](=O)[O-]